C1(=CC=CC=C1)C(C(=O)N1C2CN(C(C1)C2)C2=NC=C(C=C2)C2=NOC(=N2)C(F)(F)F)C2=CC=CC=C2 2,2-diphenyl-1-(5-(5-(5-(trifluoromethyl)-1,2,4-oxadiazol-3-yl)pyridin-2-yl)-2,5-diazabicyclo[2.2.1]heptan-2-yl)ethan-1-one